C1(CC1)O[C@H]1[C@H](CNCC1)N1C(C2=CC=CC=C2C1=O)=O ((3S,4R)-4-Cyclopropoxypiperidin-3-yl)isoindoline-1,3-dione